NC(CO)CC=1N=NN(N1)C1=CC=C(C=C1)OC1=NC=C(C=C1F)Cl 2-amino-3-(2-(4-((5-chloro-3-fluoropyridin-2-yl)oxy)phenyl)-2H-tetrazol-5-yl)propan-1-ol